p-bisdiethylaminobenzophenone C(C)N(C1(C(=O)C2=CC=C(C=C2)N(CC)CC)CC=CC=C1)CC